CC([C@H](C)O)C (2S)-3-Methyl-2-butanol